BrC=1C=C2N=C(C=3N(C2=CC1C(=O)OC)C=NC3)Cl Methyl 7-bromo-4-chloroimidazo[1,5-a]quinoxaline-8-carboxylate